(3-chloro-2-pyridyl)-3-hydroxy-4,5-dihydro-1H-pyrazole-5-carboxylic acid ethyl ester C(C)OC(=O)C1CC(=NN1C1=NC=CC=C1Cl)O